(S)-5-((((3'-chloro-2'-(2-chloro-3-((2-fluoro-3-((3-(hydroxymethyl)azetidin-1-yl)methyl)phenyl)amino)phenyl)-6-methoxy-[2,4'-bipyridin]-5-yl)methyl)amino)methyl)pyrrolidin-2-one ClC=1C(=NC=CC1C1=NC(=C(C=C1)CNC[C@@H]1CCC(N1)=O)OC)C1=C(C(=CC=C1)NC1=C(C(=CC=C1)CN1CC(C1)CO)F)Cl